naphthyridine 2HCl Cl.Cl.N1=CC=CC2=CC=CN=C12